3,4-methylenedioxy-benzaldehyde C1OC=2C=C(C=O)C=CC2O1